2-(1-methylpyrazol-4-yl)acetic acid CN1N=CC(=C1)CC(=O)O